4-[5-(2-aminoethyl)pyrimidin-2-yl]-3-[2-methyl-6-(2-methylpropyloxy)pyrimidin-4-yl]oxybenzonitrile NCCC=1C=NC(=NC1)C1=C(C=C(C#N)C=C1)OC1=NC(=NC(=C1)OCC(C)C)C